C(C)OC(=O)C=1C=C(C=C2C1N=C(S2)C[C@@H]([C@@H](C2=CC(=C(C(=C2)OC)C)OC)O[Si](C)(C)C(C)(C)C)OC2CCCC2)NC 2-((2S,3R)-3-((tert-Butyldimethylsilyl)oxy)-2-(cyclopentyloxy)-3-(3,5-dimethoxy-4-methylphenyl)propyl)-6-(methylamino)benzo[d]thiazole-4-carboxylic acid ethyl ester